1-ethyl-2-methylpropyl chloroformate ClC(=O)OC(C(C)C)CC